N-(4-((4-(cyclopentyloxy-methyl)-4-phenethylpiperidin-1-yl)methyl)phenyl)acetamide C1(CCCC1)OCC1(CCN(CC1)CC1=CC=C(C=C1)NC(C)=O)CCC1=CC=CC=C1